BrC1=CC(=C2C=CC3=C(C=CC4=CC=C1C2=C34)Br)Br 1,3,6-tribromopyrene